NC=1C=C(C(=O)N2C[C@H](CC2)N2N=CC(=C2)C=2C=C(C=3N(C2)N=CC3C#N)OC)C=CC1 (S)-6-(1-(1-(3-aminobenzoyl)pyrrolidin-3-yl)-1H-pyrazol-4-yl)-4-methoxypyrazolo[1,5-a]pyridine-3-carbonitrile